(3S)-1-acetyl-N-(((2S,5R)-6-hydroxy-7-oxo-1,6-diazabicyclo[3.2.1]octan-2-yl)(imino)methyl)pyrrolidine-3-carboxamide C(C)(=O)N1C[C@H](CC1)C(=O)NC(=N)[C@H]1N2C(N([C@H](CC1)C2)O)=O